2-(8-((6-chloropyridin-3-yl)methyl)-2,4-dioxo-4,8-dihydropyrido[2,3-d]pyrimidin-3(2H)-yl)acetonitrile ClC1=CC=C(C=N1)CN1C=CC=C2C1=NC(N(C2=O)CC#N)=O